tert-butyl (3S,4S)-4-{[(1S,2R)-2-amino-3,3-difluorocyclohexyl]oxy}-3-fluoropiperidine-1-carboxylate N[C@@H]1[C@H](CCCC1(F)F)O[C@@H]1[C@H](CN(CC1)C(=O)OC(C)(C)C)F